6-fluoro-N-(6-(4-isopropyl-4H-1,2,4-triazol-3-yl)pyridin-2-yl)-2-oxo-1,2,3,4-tetrahydroquinoline-7-carboxamide FC=1C=C2CCC(NC2=CC1C(=O)NC1=NC(=CC=C1)C1=NN=CN1C(C)C)=O